C(#N)C1C=NC=2N=C(NC(C12)=O)N 7-deaza-7-cyano-guanine